N1(C=CC2(C3=CC=CC=C13)CC2)C(=O)[O-] spiro[cyclopropane-1,4'-quinoline]-1'-carboxylate